[O-]CC.[La+3].[O-]CC.[O-]CC Lanthanum (III) ethoxide